(1R,2S,4S,6S)-3,8,9-trioxatricyclo[4.2.1.02,4]nonane [C@@H]12[C@H]3O[C@H]3C[C@@H](CO1)O2